2-(2,6-dimethyl-4-nitrophenylamino)-N,N,N-triethyl-2-oxoethanaminium iodide [I-].CC1=C(C(=CC(=C1)[N+](=O)[O-])C)NC(C[N+](CC)(CC)CC)=O